FC(CO)(C1=C(C(=CC=C1)[C@@H](C)NC1=NC(=NC2=C3C(=C(C=C12)N1CC2(COC2)C1)CCC3)C)F)F (R)-2,2-difluoro-2-(2-fluoro-3-(1-((2-methyl-6-(2-oxa-6-azaspiro[3.3]heptan-6-yl)-8,9-dihydro-7H-cyclopenta[h]quinazolin-4-yl)amino)ethyl)phenyl)ethan-1-ol